C1(=CC=C(C=C1)CC(=O)N1CCC(CC1)N1C(NC2=C1C=CC=C2)=O)C 1-(1-(2-(p-tolyl)acetyl)piperidin-4-yl)-1H-benzo[d]imidazol-2(3H)-one